BrC1=CC2=C(N(C(CCO2)=O)C)C=C1C(=O)OCC ethyl 8-bromo-5-methyl-4-oxo-2,3-dihydro-1,5-benzoxazepine-7-carboxylate